(1S,4R,6S)-2-((R)-1-phenylethyl)-2-azabicyclo[2.2.1]heptan-6-ol C1(=CC=CC=C1)[C@@H](C)N1[C@@H]2[C@H](C[C@H](C1)C2)O